tert-Butyl 4-(5-cyanopyridin-2-yl)piperazine-1-carboxylate C(#N)C=1C=CC(=NC1)N1CCN(CC1)C(=O)OC(C)(C)C